O=C1C2(CC3(C(C(CC1C3)C2)=O)C(=O)O)C(=O)O 4,8-dioxo-1,3-adamantanedicarboxylic acid